BrC1=CC=C(C=C1)C1=C(C(C=2C(=NC(=CC2O1)Cl)OC)=O)O 2-(4-bromophenyl)-7-chloro-3-hydroxy-5-methoxy-4H-pyrano[3,2-c]pyridin-4-one